1-(cyclopropylmethyl)-1H-pyrazole-4-carboxylic acid C1(CC1)CN1N=CC(=C1)C(=O)O